C(C1=CC=CC=C1)OC1=C(C=C(C=N1)CC=1C=C(C=CC1)C(=O)N1CCN(CC1)C1=NC=C(C=N1)C(F)(F)F)C(F)(F)F (3-((6-(benzyloxy)-5-(trifluoromethyl)pyridin-3-yl)methyl)phenyl)(4-(5-(trifluoromethyl)pyrimidine-2-yl)piperazin-1-yl)methanone